6-(1-methyl-1H-pyrazol-4-yl)-3-(2-{[(3S)-piperidin-3-yl]amino}-5-(trifluoromethyl)pyrimidin-4-yl)-1H,6H,7H-pyrrolo[2,3-c]pyridin-7-one CN1N=CC(=C1)N1C(C2=C(C=C1)C(=CN2)C2=NC(=NC=C2C(F)(F)F)N[C@@H]2CNCCC2)=O